6-(Pyrazolo[1,5-a]pyrimidin-3-carbonyl)-N-(3-(trifluoromethyl)phenyl)-4,5,6,7-tetrahydrothieno[2,3-c]pyridin-3-carboxamid N1=CC(=C2N1C=CC=N2)C(=O)N2CC1=C(CC2)C(=CS1)C(=O)NC1=CC(=CC=C1)C(F)(F)F